C(C1=CC=CC=C1)C(CO)NC(OC(C)(C)C)=O tert-butyl N-(1-benzyl-2-hydroxy-ethyl)carbamate